((2S,6R)-4-(3-((3R,5R)-3-Fluoro-5-((5-(trifluoromethyl)pyrimidin-2-yl)amino)piperidin-1-yl)imidazo[1,5-a]pyrazin-8-yl)-2,6-dimethylpiperazin-1-yl)prop-2-en-1-one F[C@H]1CN(C[C@@H](C1)NC1=NC=C(C=N1)C(F)(F)F)C1=NC=C2N1C=CN=C2N2C[C@@H](N([C@@H](C2)C)C(C=C)=O)C